CN1N=CC(=C1)C1=CC2=C(O[C@@H](CN2)[C@H](NC[C@H](C)C2=CC(=CC=C2)CS(=O)(=O)C)C2=CC=CC=C2)N=C1 |o1:17| (R or S)-N-((R)-((S)-7-(1-methyl-1H-pyrazol-4-yl)-2,3-dihydro-1H-pyrido[2,3-b][1,4]oxazin-3-yl)(phenyl)methyl)-2-(3-((methylsulfonyl)methyl)phenyl)propan-1-amine